C[C@@](CCCCCCC=C)(C(=O)O)N (R)-2-(7'-octenyl)Alanine